CC1=C(C(NC=2C=C(C=NC12)CN1CCN(CC1)C1=NC=C(C#N)C=C1)=O)C(F)(F)F 6-(4-((8-methyl-6-oxo-7-(trifluoromethyl)-5,6-dihydro-1,5-naphthyridin-3-yl)methyl)piperazin-1-yl)nicotinonitrile